4-[3-[7-amino-2-(2-hydroxyphenyl)imidazo[1,2-a]pyrimidin-6-yl]prop-2-ynyl]piperidine-1-carboxylic acid tert-butyl ester C(C)(C)(C)OC(=O)N1CCC(CC1)CC#CC=1C(=NC=2N(C1)C=C(N2)C2=C(C=CC=C2)O)N